ClC1=CC=C(C=C1)C1=CC=NC(N1[C@H](CO)C)C=1C=NN(C1)C 6-(4-Chlorophenyl)-N-[(2S)-1-hydroxypropan-2-yl]-2-(1-methyl-1H-pyrazol-4-yl)pyrimidin